C(C1=CC=CC=C1)OC(=O)NCCC[C@@H](C(N[C@H]1CN(CC1)CC)=O)NC(OC(C)(C)C)=O tert-butyl N-[(1S)-4-{[(benzyloxy)carbonyl]amino}-1-{[(3R)-1-ethylpyrrolidin-3-yl]carbamoyl} butyl]carbamate